C(#N)[C@H](C[C@H]1C(NCC1)=O)NC(C(=CC1CC1)N1C([C@@]2(CC1)NCCCC2)=O)=O (2S)-N-[(1S)-1-cyano-2-[(3S)-2-oxopyrrolidin-3-yl]ethyl]-3-cyclopropyl-2-[(5R)-1-oxo-2,6-diazaspiro[4.5]decan-2-yl]propenamide